1,5-dibromoanthracene-2,6-diol BrC1=C(C=CC2=CC3=C(C(=CC=C3C=C12)O)Br)O